6-hydroxy-5'-methyl-4-(2-methyloctan-2-yl)-2'-(prop-1-en-2-yl)-1',2',3',4'-tetrahydro-[1,1'-biphenyl]-2-yl methyl phenylphosphonate C1(=CC=CC=C1)P(OC1=C(C(=CC(=C1)C(C)(CCCCCC)C)O)C1C(CCC(=C1)C)C(=C)C)(OC)=O